ClC=1C=CC=2C3=C(CN(C2C1)C=1C(=NC=CC1)C(F)(F)F)N=CN3C 7-chloro-1-methyl-5-(2-(trifluoromethyl)pyridin-3-yl)-1,5-dihydro-4H-imidazo[4,5-c]quinoline